tert-butyl-(5S)-3-oxo-2,3,5,6,7,8-hexahydro[1,2,4]triazolo[4,3-a]pyridine-5-carboxylate C(C)(C)(C)OC(=O)[C@@H]1CCCC=2N1C(NN2)=O